COC1=CC=2CC3=CC=CC=C3N(C2C=C1OCC1CN(CC1)C)C1CCOCC1 2-methoxy-3-[(1-methylpyrrolidin-3-yl)methoxy]-N-(oxan-4-yl)acridin